(1r,3r)-3-(dimethylamino)cyclobutane-1-carbonyl chloride CN(C1CC(C1)C(=O)Cl)C